3-((6-bromo-5-fluoro-1-methyl-1H-indazol-3-yl)amino)propanoic acid BrC1=C(C=C2C(=NN(C2=C1)C)NCCC(=O)O)F